The molecule is a carbamate ester that is the propyl ester of 3-(dimethylamino)propylcarbamic acid. It is a systemic fungicide, used (normally as the hydrochloride salt) for the control of soil, root and leaf diseases caused by oomycetes, particularly Phytophthora and Pythium species. It has a role as a xenobiotic, an environmental contaminant and an antifungal agrochemical. It is a carbamate ester, a tertiary amino compound and a carbamate fungicide. It derives from a propan-1-ol. CCCOC(=O)NCCCN(C)C